(1,2-bis(3-pyridyl) ethylene) (1,2,4,5-benzenetetra-formate) C=12C(=CC(=C(C1)C(=O)OC(C(C=1C=NC=CC1)OC2=O)C=2C=NC=CC2)C(=O)[O-])C(=O)[O-]